CC1=C(C(=CC(=C1)C#CC)C)C1C(CC2(CCN(CC2)C(C(C)=NOC)=O)CC1=O)=O 9-(2,6-dimethyl-4-prop-1-ynyl-phenyl)-3-(2-methoxyiminopropionyl)-3-azaspiro[5.5]undecane-8,10-dione